2-(6-(((1s,2s,3r,5r)-2-fluoro-9-azabicyclo[3.3.1]non-3-yl)oxy)pyridazin-3-yl)-5-(6-methylpyridazin-4-yl)phenol F[C@H]1[C@@H]2CCC[C@H](C[C@H]1OC1=CC=C(N=N1)C1=C(C=C(C=C1)C1=CN=NC(=C1)C)O)N2